NC1=C(C(=NN1C)C1CC(CC1)C1=CC=NC=C1)C(=O)NC1=CC(=C(C=C1)F)Cl 5-Amino-N-(3-chloro-4-fluorophenyl)-1-methyl-3-(3-(pyridin-4-yl)cyclopentyl)-1H-pyrazole-4-carboxamide